BrC1=C2C=CN(C(C2=C(N=C1)N[C@H]1COC[C@@H]1O)=O)C 5-Bromo-8-(((3s,4r)-4-hydroxytetrahydrofuran-3-yl)amino)-2-methyl-2,7-naphthyridin-1(2H)-one